C(C=C)(=O)OC1(CCCCC1)N=C=O acryloyloxycyclohexyl isocyanate